FC(OC=1C=2CCCC2C(=C2CCCC12)NC(=O)N=[S@@](=O)(N)C1=CN=C(S1)C(C)(C)O)F (S)-N'-(8-(difluoromethoxy)-1,2,3,5,6,7-hexahydro-s-indacen-4-ylcarbamoyl)-2-(2-hydroxypropan-2-yl)thiazole-5-sulfonimidamide